ClC=1C=CC(=C(C(=O)N[C@H](C(=O)NCC2=CC=C(C=C2)C)CCCNC(CF)=N)C1)OC (S)-5-Chloro-N-(5-(2-fluoroacetimidamido)-1-((4-methylbenzyl)amino)-1-oxopentan-2-yl)-2-methoxybenzamide